N-(4-(difluoromethoxy)-6-(pyridin-2-yloxy)benzo[d]isoxazol-3-yl)-2-methoxybenzenesulfonamide FC(OC1=CC(=CC2=C1C(=NO2)NS(=O)(=O)C2=C(C=CC=C2)OC)OC2=NC=CC=C2)F